(3-fluorobicyclo[1.1.1]pentan-1-yl)methylamine FC12CC(C1)(C2)CN